NCCC[Si](OC)(OC)OC r-aminopropyl-trimethoxysilane